FC1=CSC2=C(N=NC(=C21)C=2C=C1CCN(CC1=CC2)C(=O)OC(C)(C)C)C2=C(C=C(C=C2)F)O tert-butyl 6-[3-fluoro-7-(4-fluoro-2-hydroxy-phenyl)thieno[2,3-d]pyridazin-4-yl]-3,4-dihydro-1H-isoquinoline-2-carboxylate